ClC1C=2N(CC(N1)C)N=C(C2)C(=O)OCC ethyl 4-chloro-6-methyl-pyrazolo[1,5-a]piperazine-2-carboxylate